C(C)(=O)N1CCC(=CC1)C1=CC=2OCCC3=C(CN(C2N2C1=NN=C2)C(=O)OC(C)(C)C)C(=CC=C3)F tert-butyl 4-(1-acetyl-1,2,3,6-tetrahydropyridin-4-yl)-12-fluoro-8,13-dihydro-[1,2,4]triazolo[4',3':1,6]pyrido[3,2-b]benzo[f][1,4]oxazonine-14(7H)-carboxylate